1,5-dihydrobenzo[e][1,4]oxazepin-2(3H)-one N1C(COCC2=C1C=CC=C2)=O